FC(C=1C(=NC=C(C1)C(F)(F)F)CC(=O)N1[C@@H]([C@@H](CC1)C1CCN(CC1)CC(=O)N)C1=C(C(=CC=C1)OC([2H])([2H])[2H])C)(F)F 2-[4-[(2S,3S)-1-[2-[3,5-Bis(trifluoromethyl)-2-pyridyl]acetyl]-2-[2-methyl-3-(trideuteriomethoxy)phenyl]pyrrolidin-3-yl]-1-piperidyl]acetamide